O1C(=CC2=C1C=CCO2)O Furanopyranol